((3a'R,4'R,6'R,6a'R)-4'-(4,6-dichloro-1H-pyrazolo[3,4-b]pyridin-1-yl)tetrahydrospiro[cyclopentane-1,2'-furo[3,4-d][1,3]dioxol]-6'-yl)methanol ClC1=C2C(=NC(=C1)Cl)N(N=C2)[C@@H]2O[C@@H]([C@H]1OC3(O[C@H]12)CCCC3)CO